N1=C(C=CC=C1)CN1C(C(=C(C1=O)C1=CC=C(C=C1)C(F)(F)F)C#CC1=CC(=CC(=C1)OC)OC)=O 1-(pyridin-2-ylmethyl)-3-((3,5-dimethoxyphenyl)ethynyl)-4-(4-(trifluoromethyl)phenyl)-1H-pyrrole-2,5-dione